FC1=C(C=C(C(=C1)F)C)B1OC(C(O1)(C)C)(C)C 2-(2,4-difluoro-5-methyl-phenyl)-4,4,5,5-tetramethyl-1,3,2-dioxaborolane